N4-(4-fluorophenyl)biphenyl-2,4-diamine FC1=CC=C(C=C1)NC=1C=C(C(=CC1)C1=CC=CC=C1)N